C(C)N1N=C(C2=C(C1=O)C=CN=C2)C(=O)N2CCN(CC2)C=2C=C(C#N)C=C(C2)F 3-(4-(2-ethyl-1-oxo-1,2-dihydropyrido[3,4-d]pyridazine-4-carbonyl)piperazin-1-yl)-5-fluorobenzonitrile